ClC=1C(=NC=C(C1)F)C1CCN(CC1)C(=O)C1=C(OC=2N=CN=C(C21)NC2(CC2)C)C 5-[4-(3-chloro-5-fluoropyridin-2-yl)piperidine-1-carbonyl]-6-methyl-N-(1-methylcyclopropyl)furo[2,3-d]pyrimidin-4-amine